C1(=CC=CC2=CC3=CC=CC=C3C=C12)O anthryl alcohol